C1N(CCC2=CC=CC=C12)C[C@H](CN1CCOC2=C(C1=O)C=CC(=C2)OCC2CN(C2)CC)O 4-[(2R)-3-(3,4-dihydro-1H-isoquinolin-2-yl)-2-hydroxy-propyl]-8-[(1-ethylazetidin-3-yl)methoxy]-2,3-dihydro-1,4-benzoxazepin-5-one